cyclopentane-2,4-diene C1C=CC=C1